3,7-bis[4-(9H-carbazol-9-yl)phenyl]-2,6-diphenylbenzo[1,2-b:4,5-b']dithiophene C1=CC=CC=2C3=CC=CC=C3N(C12)C1=CC=C(C=C1)C=1C=2C(SC1C1=CC=CC=C1)=CC1=C(SC(=C1C1=CC=C(C=C1)N1C3=CC=CC=C3C=3C=CC=CC13)C1=CC=CC=C1)C2